C(#N)C1=CC=C(C=C1)NC(=O)C1CC(CCC1C(C)C)C menthanecarboxylic acid-N-(4-cyanophenyl) amide